C1=CC(=C(C(=C1)Cl)F)F 2,3-difluorochlorobenzene